C(#N)COC=1C(=CC2=CN(N=C2C1)C)NC(=O)C=1N=CC(=NC1)N1C[C@@H](CC1)N(C(OC(C)(C)C)=O)C1CC1 tert-Butyl N-[(3R)-1-[5-[[6-(cyanomethoxy)-2-methyl-indazol-5-yl]carbamoyl]pyrazin-2-yl]pyrrolidin-3-yl]-N-cyclopropyl-carbamate